Cl.FC1=C(C=CC(=C1F)C=1C=NNC1)C1=CC=C(N=N1)N(C1CC(NC(C1)(C)C)(C)C)C 6-(2,3-difluoro-4-(1H-pyrazol-4-yl)phenyl)-N-methyl-N-(2,2,6,6-tetramethylpiperidin-4-yl)pyridazin-3-amine hydrochloride salt